2-([1,1'-biphenyl]-4-yl)-N-(6-oxo-1-phenyl-1,6-dihydropyridin-3-yl)acetamide C1(=CC=C(C=C1)CC(=O)NC1=CN(C(C=C1)=O)C1=CC=CC=C1)C1=CC=CC=C1